4-methoxybenzylamine hydrobromide Br.COC1=CC=C(CN)C=C1